BrC1=C(N=CC=2N=C(NC(C21)=O)C)C2(CCN(CC2)C(=O)OC(C)(C)C)C#N tert-Butyl 4-(5-bromo-2-methyl-4-oxo-3,4-dihydropyrido[3,4-d]pyrimidin-6-yl)-4-cyanopiperidine-1-carboxylate